1-pentadecyl-2-(5Z,8Z,11Z,14Z-eicosatetraenoyl)-sn-glycero-3-phosphocholine CCCCCCCCCCCCCCCOC[C@H](COP(=O)([O-])OCC[N+](C)(C)C)OC(=O)CCC/C=C\C/C=C\C/C=C\C/C=C\CCCCC